(2S,4R)-N-[[(2R,3S)-1-cyclopropyl-5-oxo-2-(4-pyridyl)pyrrolidin-3-yl]methyl]-1-[(2S)-2-(4-cyclopropyltriazol-1-yl)-3,3-dimethyl-butanoyl]-4-hydroxy-pyrrolidine-2-carboxamide C1(CC1)N1[C@H]([C@@H](CC1=O)CNC(=O)[C@H]1N(C[C@@H](C1)O)C([C@H](C(C)(C)C)N1N=NC(=C1)C1CC1)=O)C1=CC=NC=C1